C(#N)[C@]1(CC12CC2)C=2C=C1C=C(N=CC1=CC2)NC(=O)[C@H]2[C@@H](C2)C2=NN(C=C2)C (1R,2R)-N-(6-((S)-1-cyanospiro[2.2]pentan-1-yl)isoquinolin-3-yl)-2-(1-methyl-1H-pyrazol-3-yl)cyclopropane-1-carboxamide